chlorothioacetic acid-(4-chlorophenyl) ester ClC1=CC=C(C=C1)OC(CCl)=S